N-[2-(6-iodo-5-methoxy-1H-indol-3-yl)ethyl]acetamide IC1=C(C=C2C(=CNC2=C1)CCNC(C)=O)OC